(1R,3R)-3-((4-((R)-8-phenyl-7,8-dihydro-6H-pyrido[3,2-b]pyrrolizin-2-yl)pyridin-2-yl)oxy)cyclopentanecarbonitrile C1(=CC=CC=C1)[C@@H]1N2C3=C(C=C2CC1)C=CC(=N3)C3=CC(=NC=C3)O[C@H]3C[C@@H](CC3)C#N